[Sn]=O.[Zn] zinc-tin oxid